2-(2-(3-aminopyrrolidin-1-yl)-6-methylpyrimidin-4-yl)-4-(2,3-difluoro-6-methoxyphenyl)-2,3-dihydro-1H-pyrrolo[3,4-c]pyridin-1-one NC1CN(CC1)C1=NC(=CC(=N1)N1CC=2C(=NC=CC2C1=O)C1=C(C(=CC=C1OC)F)F)C